FC(C1CCC(CC1)CNCCNC(OC(C)(C)C)=O)(F)F tert-Butyl N-[2-[[4-(trifluoromethyl)cyclohexyl]methylamino]ethyl]carbamate